hexafluoroiso-butene FC(C(=C)C(F)(F)F)(F)F